CC=1C(=CC(=C(C=O)C1)O)O 5-methyl-2,4-dihydroxybenzaldehyde